1-(3-chlorophenyl)-3-(3-chloro-2-hydroxymethylphenyl)urea ClC=1C=C(C=CC1)NC(=O)NC1=C(C(=CC=C1)Cl)CO